C(C)C1CN(CCOC1)CC1=CC(=C2CN(C(C2=C1)=O)C=1C=C(C=CC1)C1(CC(C1)C#N)CC1=NN=CN1C)C(F)(F)F (1r,3r)-3-(3-(6-((6-ethyl-1,4-oxaazepan-4-yl)methyl)-1-oxo-4-(trifluoromethyl)isoindolin-2-yl)phenyl)-3-((4-methyl-4H-1,2,4-triazol-3-yl)methyl)cyclobutane-1-carbonitrile